C(C)(=O)O[C@@]1(CC[C@@]2([C@H]3CC[C@@]4([C@@](CC[C@H]4[C@@H]3CCC2C1)(F)C(C)=O)C)C)C (3R,8R,9S,10S,13S,14S,17R)-17-acetyl-17-fluoro-3,10,13-trimethylhexadecahydro-1H-cyclopenta[a]phenanthren-3-yl acetate